(3-((tetrahydro-2H-pyran-4-yl)ethynyl)-1H-1,2,4-triazol-5-yl)isoquinoline O1CCC(CC1)C#CC1=NNC(=N1)C1=NC=CC2=CC=CC=C12